tert-butyl (R)-3-((4-ethynylpyrimidin-2-yl)oxy)piperidine-1-carboxylate C(#C)C1=NC(=NC=C1)O[C@H]1CN(CCC1)C(=O)OC(C)(C)C